7-(8-chloro-7-fluoro-3-((2-methyl-1-oxoisoindolin-5-yl)amino)isoquinoline-6-yl)-8-methyl-2,3-dihydro-1H-pyrido[2,3-b][1,4]oxazine-1-carboxylate ClC=1C(=C(C=C2C=C(N=CC12)NC=1C=C2CN(C(C2=CC1)=O)C)C1=C(C2=C(OCCN2C(=O)[O-])N=C1)C)F